4-(2-hydroxyethyl)tetrahydro-2H-pyran-4-ol OCCC1(CCOCC1)O